2-CHLORO-3-(TRIFLUOROMETHOXY)PHENYLBORONIC ACID ClC1=C(C=CC=C1OC(F)(F)F)B(O)O